NS(=O)(=O)C1C=CC(NC(=O)NC2C=CC=C([N+](=O)[O-])C=2)=CC=1 4-{[(3'-nitrophenyl)carbamoyl]amino}benzenesulfonamide